C(#N)C=1C=CC(=C(C(=O)N)C1)F 5-cyano-2-fluorobenzamide